C(C)OC(=O)C=1NC=CC1NCCCCC.OCC(NC(C=C)=O)(CO)CO N-[Tris(hydroxy-methyl)methyl]acrylamide ethyl-3-(pentylamino)-1H-pyrrole-2-carboxylate